3-((3-fluoro-4-(4-((4-hydroxypiperidin-4-yl)methyl)piperazin-1-yl)phenyl)amino)piperidine FC=1C=C(C=CC1N1CCN(CC1)CC1(CCNCC1)O)NC1CNCCC1